Ethyl (Z)-2-(4-chlorophenethyl)-3-(tributylstannyl)but-2-enoate ClC1=CC=C(CC/C(/C(=O)OCC)=C(\C)/[Sn](CCCC)(CCCC)CCCC)C=C1